2-(5-bromopyridin-3-yl)-4,4-difluoro-N-hydroxybutanamide BrC=1C=C(C=NC1)C(C(=O)NO)CC(F)F